CC=1C=C(C=C(C1)C)C1=CC(=CC=C1)[C@H](CC(=O)OCC)NC(=O)NC=1C(N(C=C(C1O)C)C)=O ethyl (S)-3-(3',5'-dimethylbiphenyl-3-yl)-3-(3-(4-hydroxy-1,5-dimethyl-2-oxo-1,2-dihydro pyridin-3-yl)ureido)propanoate